tert-butyl (4-((6-bromo-3-hydroxypyridin-2-yl)carbamoyl)tetrahydro-2H-pyran-4-yl)carbamate BrC1=CC=C(C(=N1)NC(=O)C1(CCOCC1)NC(OC(C)(C)C)=O)O